tert-butyl (3S)-3-(1-hydroxy-3-(4-(trifluoromethyl) phenyl)prop-2-yn-1-yl)pyrrolidine-1-carboxylate OC(C#CC1=CC=C(C=C1)C(F)(F)F)[C@@H]1CN(CC1)C(=O)OC(C)(C)C